NC1=NC=2C=NC(=CC2C2=C1COC2)C(=O)N2[C@@H](COC[C@@H]2C)C=2N=NC(=CC2)OCC (4-amino-1,3-dihydrofuro[3,4-c][1,7]naphthyridin-8-yl)((3R,5S)-3-(6-ethoxy-3-pyridazinyl)-5-methyl-4-morpholinyl)methanone